4-(4-fluoro-2-formylphenyl)piperazine-1-carboxylic acid tert-butyl ester C(C)(C)(C)OC(=O)N1CCN(CC1)C1=C(C=C(C=C1)F)C=O